Tert-butyl 2-[2-[1-(2,6-dioxo-3-piperidyl)-3-methyl-2-oxo-benzimidazol-4-yl]ethyl]-2,7-diazaspiro[3.5]nonane-7-carboxylate O=C1NC(CCC1N1C(N(C2=C1C=CC=C2CCN2CC1(C2)CCN(CC1)C(=O)OC(C)(C)C)C)=O)=O